(1r,3s,5s)-8-(5-(5-fluoro-2-methoxypyridin-4-yl)-1H-pyrazole-3-carbonyl)-N-((3r,6s)-1-methyl-6-(trifluoromethyl)piperidin-3-yl)-8-azabicyclo[3.2.1]octane-3-carboxamide FC=1C(=CC(=NC1)OC)C1=CC(=NN1)C(=O)N1[C@H]2CC(C[C@@H]1CC2)C(=O)N[C@H]2CN([C@@H](CC2)C(F)(F)F)C